isoxazole sulfur salt [S].O1N=CC=C1